SCC(C)O 3-mercapto-2-propanol